tert-butyl 1-propyl-3,8-diazabicyclo[3.2.1]octan-8-carboxylate C(CC)C12CNCC(CC1)N2C(=O)OC(C)(C)C